C/C(/CC)=N\C1=C(N)C=C(C=C1[N+](=O)[O-])C(C)(C)C 2-{[(2E)-but-2-ylidene]amino}-5-(2-methylpropan-2-yl)-3-nitroaniline